4-(8-(5-cyclobutyl-2-ethoxy-4-(5-fluoropyridin-2-yl)benzyl)-2-oxo-1-oxa-3,8-diazaspiro[4.5]decan-3-yl)benzenesulphonic acid C1(CCC1)C=1C(=CC(=C(CN2CCC3(CN(C(O3)=O)C3=CC=C(C=C3)S(=O)(=O)O)CC2)C1)OCC)C1=NC=C(C=C1)F